C(C)(C)[C@@H]1CN=C2N1C1=CC=C(C=C1C(N2CC2=CC(=NO2)C)=O)S(=O)(=O)NC2(CC2)C (R)-1-isopropyl-N-(1-methyl-cyclopropyl)-4-((3-methyl-isoxazol-5-yl)methyl)-5-oxo-1,2,4,5-tetrahydroimidazo[1,2-a]quinazoline-7-sulfonamide